2-({4-[(2S)-2-(4-Chloro-2-fluorophenyl)-1,3-benzodioxol-4-yl]piperidin-1-yl}methyl)-1-[(2S)-oxetan-2-ylmethyl]-1H-benzimidazol ClC1=CC(=C(C=C1)[C@@H]1OC2=C(O1)C=CC=C2C2CCN(CC2)CC2=NC1=C(N2C[C@H]2OCC2)C=CC=C1)F